C(C)NS(=O)(=O)NC1=NC=CC(=C1)CN1CCN(CC1)C=1C=CC(=NC1C)C(=O)NC1COC1 5-(4-((2-((N-ethylsulfamoyl)amino)pyridin-4-yl)methyl)piperazin-1-yl)-6-methyl-N-(oxetan-3-yl)picolinamide